C(C=C)(=O)OC1=C(C(=O)C2=CC=CC=C2)C=CC=C1 AcryloyloxyBenzophenone